(1,3,5-triazinane-1,3,5-triyl)tris(3-(dinonylamino)propan-1-one) N1(CN(CN(C1)C(CCN(CCCCCCCCC)CCCCCCCCC)=O)C(CCN(CCCCCCCCC)CCCCCCCCC)=O)C(CCN(CCCCCCCCC)CCCCCCCCC)=O